3-(5-(((1S,2R)-2-(3-(benzyloxy)azetidin-1-yl)cyclopentyl)oxy)-1-oxoisoindolin-2-yl)piperidine-2,6-dione C(C1=CC=CC=C1)OC1CN(C1)[C@H]1[C@H](CCC1)OC=1C=C2CN(C(C2=CC1)=O)C1C(NC(CC1)=O)=O